CN([C@@H]1CN(CC1)C1=CC=C2C(=N1)SC(=C2)NC(=O)C=2C=C(C=1N(C2)C=C(N1)C)F)C N-[6-[(3S)-3-(dimethylamino)pyrrolidin-1-yl]thieno[2,3-b]pyridin-2-yl]-8-fluoro-2-methyl-imidazo[1,2-a]pyridine-6-carboxamide